CC1=NN(C2=NC(=NC=C21)NC=2C(=CC=1N(C2)N=CN1)C)CC1OCC1 3-methyl-N-(7-methyl-[1,2,4]triazolo[1,5-a]pyridin-6-yl)-1-(oxetan-2-ylmethyl)-1H-pyrazolo[3,4-d]pyrimidin-6-amine